N-[1-(2-methanesulfonylethyl)piperidin-4-yl]-2-{3-[(6-methanesulfonyl-pyridin-3-yl)amino]prop-1-yn-1-yl}-1-(2,2,2-trifluoroethyl)-1H-indol-4-amine CS(=O)(=O)CCN1CCC(CC1)NC=1C=2C=C(N(C2C=CC1)CC(F)(F)F)C#CCNC=1C=NC(=CC1)S(=O)(=O)C